COC(=O)C(C(C)C)C1=CC(=NO1)N(C)CC1CCN(CC1)C(=O)OC(C)(C)C tert-butyl 4-[[[5-(1-methoxycarbonyl-2-methyl-propyl)isoxazol-3-yl]-methyl-amino]methyl]piperidine-1-carboxylate